C1(=CC=CC=C1)SNC(C1=CC=CC=C1)=O N-(phenylthio)benzamide